octyl 10-hydroxyhexadecanoate OC(CCCCCCCCC(=O)OCCCCCCCC)CCCCCC